5-(2-{2-[N-({[1,1'-biphenyl]-4-yl}methyl)formamido]phenyl}ethynyl)-3-methylpyridine-2-carboxylic acid C1(=CC=C(C=C1)CN(C=O)C1=C(C=CC=C1)C#CC=1C=C(C(=NC1)C(=O)O)C)C1=CC=CC=C1